(fluoro(7-(((5S,8S,10aR)-3-(isoquinolin-3-yl)-8-(morpholine-4-carbonyl)-6-oxodecahydropyrrolo[1,2-a][1,5]diazocin-5-yl)carbamoyl)naphthalen-2-yl)methyl)phosphonic acid FC(C1=CC2=CC(=CC=C2C=C1)C(N[C@H]1CN(CC[C@@H]2N(C1=O)[C@@H](CC2)C(=O)N2CCOCC2)C=2N=CC1=CC=CC=C1C2)=O)P(O)(O)=O